3,5-dimethoxy-catechol COC1=C(C(O)=CC(=C1)OC)O